(7S)-12-Hydroxy-1,11-dioxo-N-(2,4,6-trifluorobenzyl)-1,4,5,6,7,11-hexahydro-3H-2,7-methanopyrido[1,2-a][1,4]diazonine-10-carboxamide OC=1C(C(=CN2C1C(N1CCCC[C@H]2C1)=O)C(=O)NCC1=C(C=C(C=C1F)F)F)=O